C(CCCCN(C([O-])=O)C1=C(C=CC=C1)CCCCCC)N(C([O-])=O)C1=C(C=CC=C1)CCCCCC Pentanediyl-bis(hexylphenyl carbamate)